1-(5-(difluoromethyl)-1,3,4-thiadiazol-2-yl)-4-(4-isobutyrylpiperazin-1-yl)-N-(oxetan-3-yl)-1H-indazole-6-sulphonamide FC(C1=NN=C(S1)N1N=CC2=C(C=C(C=C12)S(=O)(=O)NC1COC1)N1CCN(CC1)C(C(C)C)=O)F